1-[2-(3,5-Dimethylpyrazol-1-yl)-6-[6-[(6-methylpyridazin-3-yl)amino]benzimidazol-1-yl]-3-pyridinyl]ethanol CC1=NN(C(=C1)C)C1=NC(=CC=C1C(C)O)N1C=NC2=C1C=C(C=C2)NC=2N=NC(=CC2)C